ClC=1C(=C(N=C2[C@H]3C([C@@H](CC12)C3)(C)C)N3CCC1(CN(C1)C(=O)OC(C)(C)C)C3)F tert-butyl 7-[(1R,9R)-6-chloro-5-fluoro-10,10-dimethyl-3-azatricyclo[7.1.1.02,7]undeca-2,4,6-trien-4-yl]-2,7-diazaspiro[3.4]octane-2-carboxylate